4-methyl-5-(trifluoromethyl)picolinonitrile CC1=CC(=NC=C1C(F)(F)F)C#N